4-[[2-fluoro-3-methoxy-propyl]-[4-(5,6,7,8-tetrahydro-1,8-naphthyridin-2-yl)butyl]amino]-2-[[3-(1-methylpyrazol-4-yl)benzoyl]amino]butanoic acid FC(CN(CCC(C(=O)O)NC(C1=CC(=CC=C1)C=1C=NN(C1)C)=O)CCCCC1=NC=2NCCCC2C=C1)COC